rel-4-((2S,3R,4R,5S)-3-(7-ethoxy-2,2-difluorobenzo[d][1,3]dioxol-4-yl)-4,5-dimethyl-5-(trifluoromethyl)tetrahydrofuran-2-carboxamido)pyridineamide C(C)OC1=CC=C(C2=C1OC(O2)(F)F)[C@@H]2[C@H](O[C@@]([C@@H]2C)(C(F)(F)F)C)C(=O)NC2=CC(=NC=C2)C(=O)N |o1:14,15,17,18|